(4-iodo-1H-imidazol-1-yl)-1-(oxetan-3-yl)piperidine ruthenium-boron [B].[Ru].IC=1N=CN(C1)C1N(CCCC1)C1COC1